spiro[adamantane-2,2'-[1,3]dioxane] O1C2(OCCC1)C1CC3CC(CC2C3)C1